C(C1=CC=CC=C1)N1OC[C@H]2[C@@H]1CN(C2)C(=O)OC(C)(C)C Cis-Tert-Butyl 1-benzyltetrahydro-1H-pyrrolo[3,4-c]isoxazole-5(3H)-carboxylate